OC1=C(OC(=CC1=O)CO)\C=C\C1=CC(=C(C=C1)O)OC (E)-3-Hydroxy-2-(4-hydroxy-3-methoxyphenylvinyl)-6-(hydroxymethyl)-4H-pyran-4-one